(R)-4-(1-(4-cyclopropylphenyl)-3-(3-methylaminopiperidine-1-carbonyl)-1H-pyrazol-5-yl)benzonitrile C1(CC1)C1=CC=C(C=C1)N1N=C(C=C1C1=CC=C(C#N)C=C1)C(=O)N1C[C@@H](CCC1)NC